BrC1=C(C=NN(C1=O)C)N[C@@H]1C[C@@H](CN(C1)C)C1=CC=C(C=C1)CN1CCN(CC1)C1=C2C(N(C(C2=CC=C1)=O)C1C(NC(CC1)=O)=O)=O 4-[4-[[4-[(3R,5R)-5-[(5-bromo-1-methyl-6-oxo-pyridazin-4-yl)amino]-1-methyl-3-piperidyl]phenyl]methyl]piperazin-1-yl]-2-(2,6-dioxo-3-piperidyl)isoindoline-1,3-dione